3-((5-(3-(2,2-difluoroethyl)-2-methyl-3H-imidazo[4,5-b]pyridin-5-yl)-7H-pyrrolo[2,3-d]pyrimidin-2-yl)amino)-N,N,1-trimethylcyclobutane-1-carboxamide FC(CN1C(=NC=2C1=NC(=CC2)C2=CNC=1N=C(N=CC12)NC1CC(C1)(C(=O)N(C)C)C)C)F